7-fluoronaphthalen-1,3-diol FC1=CC=C2C=C(C=C(C2=C1)O)O